(3R)-1-ethylpyrrolidin C(C)N1CCCC1